N-(3-methoxycarbonylphenyl)-4-(5-(1-(naphthalen-1-yl)methyl)-1,2,4-oxadiazol-3-yl)aniline COC(=O)C=1C=C(C=CC1)NC1=CC=C(C=C1)C1=NOC(=N1)CC1=CC=CC2=CC=CC=C12